ClC1=NC=C(C=N1)N1C(CCC1)=O 1-(2-chloropyrimidin-5-yl)pyrrolidin-2-one